4,4-Bis(1,1-dimethylethyl)-2,2'-bipyridine CC(C)(C)C1(CC(=NC=C1)C1=NC=CC=C1)C(C)(C)C